NC1CCN(CC1)CC1CCN(CC1)C=1C=C2C(N(C(C2=CC1F)=O)C1C(NC(CC1)=O)=O)=O 5-(4-((4-aminopiperidin-1-yl)methyl)piperidin-1-yl)-2-(2,6-dioxopiperidin-3-yl)-6-fluoroisoindoline-1,3-dione